2-fluoro-5-nitrophenylboronic acid FC1=C(C=C(C=C1)[N+](=O)[O-])B(O)O